COC(=O)C1=CN(C(=C1C)C1=C(C=CC=C1)C(F)(F)F)CCO 1-(2-hydroxyethyl)-4-methyl-5-(2-(trifluoromethyl)phenyl)-1H-pyrrole-3-carboxylic acid methyl ester